4-Amino-3-(((1-(fluoromethyl)cyclopropyl)methyl)amino)benzoic acid ethyl ester C(C)OC(C1=CC(=C(C=C1)N)NCC1(CC1)CF)=O